4-benzyloxy-5-bromo-2-[2-(3,4-difluoro-2-methyl-phenoxy)-4-methyl-5-(trifluoromethyl)-3-pyridyl]-6-methoxy-quinoline C(C1=CC=CC=C1)OC1=CC(=NC2=CC=C(C(=C12)Br)OC)C=1C(=NC=C(C1C)C(F)(F)F)OC1=C(C(=C(C=C1)F)F)C